C1(CCC1)N1N=CC(=C1)C1=C(C(=O)OCC)C=C(C=C1C)NC(=O)C1(CC1)C1=C(C=C(C=C1)OC(F)(F)F)F Ethyl 2-(1-cyclobutyl-1H-pyrazol-4-yl)-5-[({1-[2-fluoro-4-(trifluoromethoxy) phenyl]cyclopropyl} carbonyl)amino]-3-methylbenzoate